6-(4-[2-[(2R,5S)-5-([[6-oxo-5-(trifluoromethyl)-1,6-dihydropyridazin-4-yl]amino]methyl)oxolan-2-yl]acetyl]piperazin-1-yl)pyridine-3-carbonitrile O=C1C(=C(C=NN1)NC[C@@H]1CC[C@@H](O1)CC(=O)N1CCN(CC1)C1=CC=C(C=N1)C#N)C(F)(F)F